CC1=CC=C(C=C1)S(=O)(=O)C(CC)C1=CNC2=CC=CC=C12 3-[1-(4-methylbenzenesulfonyl)propyl]-1H-indole